8-((3r,5s)-3,5-dimethylpiperazin-1-yl)-N-{8-fluoro-2-methylimidazo[1,2-a]pyridin-6-yl}-2-methylquinoxaline-5-carboxamide C[C@@H]1CN(C[C@@H](N1)C)C1=CC=C(C=2N=CC(=NC12)C)C(=O)NC=1C=C(C=2N(C1)C=C(N2)C)F